(5-amino-3-chloropyridin-2-yl)(3-methoxyazetidin-1-yl)methanone NC=1C=C(C(=NC1)C(=O)N1CC(C1)OC)Cl